C(=O)(O)C1=CC(=C(C=C1O)C1=NC2=C(N1)C=CC(=C2)C(=O)O)O 2-(4-carboxy-2,5-dihydroxyphenyl)-1H-benzo[d]imidazole-5-carboxylic acid